CN1C(=NC=C1C(=O)OC(C)(C)C)CN1C[C@H](CC1)N1C(N(C=2C1=NC=CC2)C2=CC=C(C=C2)C2=CC=C(C=C2)NS(=O)(=O)C)=O tert-Butyl (S)-1-methyl-2-((3-(1-(4'-(methylsulfonamido)-[1,1'-biphenyl]-4-yl)-2-oxo-1,2-dihydro-3H-imidazo[4,5-b]pyridin-3-yl)pyrrolidin-1-yl)methyl)-1H-imidazole-5-carboxylate